N-(4-methyl-3-(2-(pyrazin-2-ylamino)-8,9-dihydroimidazo[1',2':1,6]pyrido[2,3-d]pyrimidin-6-yl)phenyl)-4-(trifluoromethyl)pyridineamide CC1=C(C=C(C=C1)NC(=O)C1=NC=CC(=C1)C(F)(F)F)C1=CC2=C(N=C(N=C2)NC2=NC=CN=C2)N2C1=NCC2